dibromo[2,6-bis[4-(S)-tert-butyl-5,5-diphenyl-2-oxazolyl]pyridine] cobalt [Co].BrC=1C=C(C(=NC1C1OC(C(=N1)C(C)(C)C)(C1=CC=CC=C1)C1=CC=CC=C1)C1OC(C(=N1)C(C)(C)C)(C1=CC=CC=C1)C1=CC=CC=C1)Br